ClC1=NC=C(C(=N1)NC(C)C)C=O 2-chloro-4-(propan-2-ylamino)pyrimidine-5-carbaldehyde